C[C@H]1C(=C)CC[C@@H]2[C@@]1(CCCC2(C)C)C Drim-8(12)-ene